methylstearone CCCCCCCCCCCCCCCCCCC(CCCCCCCCCCCCCCCCC)=O